2-Chloro-5-{[(cyclopropylsulfonyl)amino]methyl}-N-{1-[3-(difluoromethoxy)phenyl]-1H-indazol-4-yl}benzamide ClC1=C(C(=O)NC2=C3C=NN(C3=CC=C2)C2=CC(=CC=C2)OC(F)F)C=C(C=C1)CNS(=O)(=O)C1CC1